(methyl) allyl-6-hydroxyhexyl ether C(C=C)C(CCCCCOC)O